diethyl (4-((7,9-difluoro-2-isopropyl-5H-pyrimido[5,4-b]indol-5-yl)methyl)benzyl)phosphonate FC=1C=C(C=2C3=C(N(C2C1)CC1=CC=C(CP(OCC)(OCC)=O)C=C1)C=NC(=N3)C(C)C)F